4-{[6-(3,8-Diazabicyclo[3.2.1]octan-3-yl)-2-{[(2R,7aS)-2-fluorotetrahydro-1H-pyrrolizin-7a(5H)-yl]methoxy}-7-(oxan-4-yl)-7H-purin-8-yl]oxy}-5-ethynyl-6-fluoronaphthalen-2-ol C12CN(CC(CC1)N2)C2=C1N(C(=NC1=NC(=N2)OC[C@]21CCCN1C[C@@H](C2)F)OC2=CC(=CC1=CC=C(C(=C21)C#C)F)O)C2CCOCC2